1-(1-(5-fluoro-4-oxo-3,4-dihydrophthalazin-1-yl)ethyl)-1-methylurea FC1=C2C(NN=C(C2=CC=C1)C(C)N(C(=O)N)C)=O